3-acetyl-3''-chloro-4''-((3,5-difluoropyridin-2-yl)methoxy)-5',6''-dimethyl-2H,2''H-[1,2':4',1''-terpyridine]-2,2''-dione C(C)(=O)C=1C(N(C=CC1)C1=NC=C(C(=C1)N1C(C(=C(C=C1C)OCC1=NC=C(C=C1F)F)Cl)=O)C)=O